S(=O)(=O)(O)[O-].C(=O)(O)[C@@H](CC1=CN(C2=CC=CC=C12)C)[NH3+] (R)-1-carboxy-2-(1-methyl-1H-indol-3-yl)ethan-1-aminium hydrogen sulfate